FC1=C(C(=O)N([C@H]2CNCCC2)C2=NC=CC3=C2C=C(S3)C3=CC=C2C=CNC2=C3)C=CC(=C1)C=1N=NN(C1)C 2-fluoro-N-[2-(1H-indol-6-yl)thieno[3,2-c]pyridin-4-yl]-4-(1-methyltriazol-4-yl)-N-[(3R)-3-piperidyl]benzamide